CNC(=O)C1=CSC=2C1=NC(=CC2C(F)(F)F)N2CCC(CC2)C2N(C1(C2)CN(C1)C)C(=O)O 1-(3-(methylcarbamoyl)-7-(trifluoromethyl)thieno[3,2-b]pyridin-5-yl)piperidin-4-yl-6-methyl-1,6-diazaspiro[3.3]heptane-1-carboxylic acid